C(#N)C1=C(CN2C3=C(C(=C(CC2=O)C(=O)OC)O)C=CC=C3)C=CC=C1 Methyl 1-(2-cyanobenzyl)-5-hydroxy-2-oxo-2,3-dihydro-1H-benzo[b]azepine-4-carboxylate